butyl-cinnamic acid C(CCC)C(C(=O)O)=CC1=CC=CC=C1